1-methyl-2,3,4,5-tetrahydro-1H-benzo[d]azepin CC1CNCCC2=C1C=CC=C2